4-(2-Amino-2-methylpropanoyl)-N-(1-(4-((exo-3-amino-8-azabicyclo[3.2.1]octan-8-yl)methyl)phenyl)-2-oxo-1,2-dihydropyrimidin-4-yl)piperazine-1-carboxamide Hydrochloride Salt Cl.NC(C(=O)N1CCN(CC1)C(=O)NC1=NC(N(C=C1)C1=CC=C(C=C1)CN1C2CC(CC1CC2)N)=O)(C)C